C(C(C)C)P(C(C1=CC=CC=C1)=O)(C(C1=CC=CC=C1)=O)=O isobutyldibenzoylphosphine oxide